C(CCCC)[N+](C)(C)CCCCCCO pentyl-(6-hydroxyhexyl)dimethylammonium